BrC1=C2C=CC(=NC2=C(C=C1)C#N)OC 5-bromo-2-methoxyquinoline-8-carbonitrile